C(C)(C)(C)OC(NC1=C(C(=CC=C1)F)N)=O (2-amino-3-fluorophenyl)carbamic acid tert-butyl ester